(R)-N-(4-(8-amino-3,5-dimethylimidazo[1,5-a]pyrazin-1-yl)-2-fluoro-5-methylphenyl)-2-(3-fluorophenyl)-2-hydroxyacetamide NC=1C=2N(C(=CN1)C)C(=NC2C2=CC(=C(C=C2C)NC([C@H](O)C2=CC(=CC=C2)F)=O)F)C